3'-amino-2'-hydroxy-[1,1'-biphenyl]-3-carboxylic acid NC=1C(=C(C=CC1)C1=CC(=CC=C1)C(=O)O)O